1-(5-fluoro-2-((1-methyl-1H-pyrazol-5-yl)amino)phenyl)cyclopropane-1-carboxylic acid FC=1C=CC(=C(C1)C1(CC1)C(=O)O)NC1=CC=NN1C